C1(CCCCC1)CCNC(=O)NC1=CC=C(C=C1)C1=CC2=C(N(C(=N2)C(F)(F)F)C2=CC=CC=C2)C=C1 1-(2-cyclohexylethyl)-3-(4-(1-phenyl-2-(trifluoromethyl)-1H-benzoimidazol-5-yl)phenyl)urea